FC=1C=C2C=C(NC2=CC1C1=NC=C(N=C1)OC)CNC(OC(C)(C)C)=O tert-butyl ((5-fluoro-6-(5-methoxypyrazin-2-yl)-1H-indol-2-yl)methyl)carbamate